ClC1=CN(C(N(C1=O)C(=O)OCC(C)C)=O)C(=O)NCCCCCC 5-chloro-3-[(hexylamino)carbonyl]-3,6-dihydro-2,6-dioxo-1(2H)-pyrimidinecarboxylic acid, 2-methylpropyl ester